C(C)(C)(C)OC(=O)N1C[C@H](CC1)C#C (3R)-3-ethynyl-pyrrolidine-1-carboxylic acid tert-butyl ester